1-acetyl-N-(4-(5-benzamido-1-methyl-1H-pyrazol-3-yl)phenyl)piperidine-4-carboxamide C(C)(=O)N1CCC(CC1)C(=O)NC1=CC=C(C=C1)C1=NN(C(=C1)NC(C1=CC=CC=C1)=O)C